NCC1=C2C(=CN=CC2=CC=C1)N1C(N=C(N(C1=O)CC1=CC(=C(C(=C1)F)F)F)NC1=C(C2=C(N=C(O2)C)C=C1Cl)CCCCC(=O)O)=O 5-(6-((5-(5-(aminomethyl)isoquinolin-4-yl)-4,6-dioxo-1-(3,4,5-trifluoro-benzyl)-1,4,5,6-tetrahydro-1,3,5-triazin-2-yl)amino)-5-chloro-2-methylbenzo[d]oxazol-7-yl)-pentanoic acid